COC(C(=O)OC)=O DIMETHYLOXALAT